C1CC12NCC[C@@H](C2)N2C=NC1=CC(=CC=C1C2=O)C=2C=C(C=1N(N2)C=C(N1)C)C 3-[(7S)-4-azaspiro[2.5]octan-7-yl]-7-{2,8-dimethylimidazo[1,2-b]pyridazin-6-yl}quinazolin-4-one